tert-butyl {[1-(butoxymethyl)cyclopentyl]methyl}methylcarbamate C(CCC)OCC1(CCCC1)CN(C(OC(C)(C)C)=O)C